C(C)(=O)OCC([C@]1(CC[C@H]2[C@@H]3CCC4=CC(CC[C@]4(C)[C@H]3CC[C@]12C)=O)OC(CC)=O)=O (acetoxy)-17-(1-oxopropoxy)-pregn-4-ene-3,20-dione